FC(C(=O)O)(F)F.N1(CCC1)CCNC1=NC2=C(C=CC=C2N=C1CC1=CC(=CC=C1)C)C N-(2-(azetidin-1-yl)ethyl)-8-methyl-3-(3-methylbenzyl)quinoxalin-2-amine trifluoroacetate